FC(OC1=C(C=CC(=C1)C(F)(F)F)C=1C=2N(C(=NN1)N[C@H]1CN(CCC1)C)C=CC2)F 1-[2-(Difluoromethoxy)-4-(trifluoromethyl)phenyl]-N-[(3R)-1-methyl-3-piperidyl]pyrrolo[1,2-d][1,2,4]triazin-4-amine